2-(3-isopropyl-5-phenyl-4-(4-sulfamoylbenzyl)-1H-pyrazol-1-yl)thiazole-4-carboxylic acid C(C)(C)C1=NN(C(=C1CC1=CC=C(C=C1)S(N)(=O)=O)C1=CC=CC=C1)C=1SC=C(N1)C(=O)O